FC(COC=1C=C2CCN3[C@@H](C2=CC1OC)C[C@@H]([C@@H](C3)CC(C)(C)C)O)F (2S,3R,11bR)-9-(2,2-difluoroethoxy)-3-(2,2-dimethylpropyl)-10-methoxy-1H,2H,3H,4H,6H,7H,11bH-pyrido[2,1-a]isoquinolin-2-ol